C(N)(=O)CC[C@@H]([C@@H](C)OCC1=CC=C(C=C1)CCCCCOCCCC1=CC2=C(N(C(N2C)=O)C2C(NC(CC2)=O)=O)C=C1)NC(OC(C)(C)C)=O Tert-butyl N-[(3S,4R)-1-carbamoyl-4-[[4-(5-[3-[1-(2,6-dioxopiperidin-3-yl)-3-methyl-2-oxo-1,3-benzodiazol-5-yl]propoxy]pentyl)phenyl]methoxy]pentan-3-yl]carbamate